(S)-N-(6-methyl-5-(7-(methylamino)-1,6-naphthyridin-3-yl)pyridin-3-yl)-2-(2,2,2-trifluoro-1-methoxyethyl)isonicotinamide CC1=C(C=C(C=N1)NC(C1=CC(=NC=C1)[C@@H](C(F)(F)F)OC)=O)C=1C=NC2=CC(=NC=C2C1)NC